BrC1=CC=C2C(=NC(=NC2=C1F)OC[C@]12CCCN2C[C@@H](C1)F)N1C[C@@](CCC1)(O)C (R)-1-(7-bromo-8-fluoro-2-(((2R,7aS)-2-fluorotetrahydro-1H-pyrrolizin-7a(5H)-yl)methoxy)quinazolin-yl)-3-methylpiperidin-3-ol